C(CCCCCCCCCCCCCCCCC)N.C(CCCCC(C)C)OP(O)O.FC1=C(OC2=CC=C(C=C2)NS(=O)(=O)CC)C=CC(=C1)F N-(4-(2,4-difluorophenoxy)phenyl)ethanesulfonamide isooctyl-phosphite octadecyl-amine salt